C(C)(CC)OC1=C(C=C(C(=C1)OC1=CC=CC=C1)C)NC(=O)C=1C(=NN2C1C=CC=C2)O N-(2-(Sec-butoxy)-5-methyl-4-phenoxyphenyl)-2-hydroxypyrazolo[1,5-a]pyridine-3-carboxamide